5-(4-isopropyl-5,5-dimethyl-4,5-dihydro-1,2,4-oxadiazol-3-yl)-2-methoxybenzoic acid C(C)(C)N1C(=NOC1(C)C)C=1C=CC(=C(C(=O)O)C1)OC